1-(2-((2-(3-chloro-2-fluorophenylmethylamino)-2-oxoethyl)(cyclopropyl)amino)-2-oxoethyl)-5-fluoro-1H-indazole-3-carboxamide ClC=1C(=C(C=CC1)CNC(CN(C(CN1N=C(C2=CC(=CC=C12)F)C(=O)N)=O)C1CC1)=O)F